CN(N)C(=S)N 2-methyl-3-thiosemicarbazide